4-[[(1R,3R,4S)-3-(hydroxymethyl)-4-triisopropylsilyloxy-cyclopentyl]amino]pyrimidine OC[C@H]1C[C@H](C[C@@H]1O[Si](C(C)C)(C(C)C)C(C)C)NC1=NC=NC=C1